FC=1C=NN2C1C(=NC(=C2)C=2C=NN(C2)C)O[C@H]2C[C@H](C2)NC (cis)-3-((3-fluoro-6-(1-methyl-1H-pyrazol-4-yl)pyrazolo[1,5-a]pyrazin-4-yl)oxy)-N-methylcyclobutan-1-amine